C1(=CC=CC=C1)C#CC1=C(C=CC=C1)NS(=O)(=O)C1=CC=CC=C1 N-[2-(phenylethynyl)phenyl]-benzenesulfonamide